O1N=C(N=C1)C(=O)Cl 1,2,4-oxadiazole-3-carbonyl chloride